2-(1,3-dioxolan-2-yl)-6-((1,3,4,9-tetrahydro-2H-pyrido[3,4-b]indol-2-yl)methyl)pyridin-3-ol O1C(OCC1)C1=NC(=CC=C1O)CN1CC=2NC3=CC=CC=C3C2CC1